6-(2,4-dimethoxypyrimidin-5-yl)-8-(tetrahydro-2H-pyran-4-yl)imidazo[1,2-b]pyridazine COC1=NC=C(C(=N1)OC)C=1C=C(C=2N(N1)C=CN2)C2CCOCC2